C(C)[C@H]1OC2=C(CNC1)C=C1CCCC1=C2 (R)-2-ethyl-3,4,5,7,8,9-hexahydro-2H-indeno[5,6-f][1,4]oxazepine